C(C1=CC=CC=C1)(=O)ONS(=O)(=O)C=1N=C(SC1)Cl (2-chlorothiazole-4-sulfonylamino) benzoate